4-(5H-dibenzo[b,f]azepin-5-yl)-2,6-dimethylbenzaldehyde C1=CC=CC=2N(C3=C(C=CC21)C=CC=C3)C3=CC(=C(C=O)C(=C3)C)C